N1CC(CC1)C1=CN=NN1 5-(pyrrolidin-3-yl)-1H-1,2,3-triazole